ClC=1C=C(C=C(C1OC1=NNC(C(=C1)C(C)C)=O)Cl)N1N=C(C(NC1=O)=O)OC 2-(3,5-dichloro-4-((5-isopropyl-6-oxo-1,6-dihydropyridazin-3-yl)oxy)phenyl)-6-methoxy-1,2,4-triazine-3,5(2H,4H)-dione